(S)-4-(3-(1-Acryloylpiperidin-2-yl)-8-aminoimidazo[1,5-a]pyrazin-1-yl)-N-(4-fluoropyridin-2-yl)benzamide C(C=C)(=O)N1[C@@H](CCCC1)C1=NC(=C2N1C=CN=C2N)C2=CC=C(C(=O)NC1=NC=CC(=C1)F)C=C2